BrC1=CC=C(C=C1)C1C(C(CC(C1)(F)F)CO)C(=O)[O-] 2-(4-bromophenyl)-4,4-difluoro-6-(hydroxymethyl)cyclohexane-1-carboxylate